2,4,6-tris(4-azidophenyl)-1,3,5-triazine N(=[N+]=[N-])C1=CC=C(C=C1)C1=NC(=NC(=N1)C1=CC=C(C=C1)N=[N+]=[N-])C1=CC=C(C=C1)N=[N+]=[N-]